COS(=O)(=O)O.CN(C)CCCC=C(C(=O)N)C dimethylaminopropyl-methacrylamide methylsulfate